C(C(=C)C)(=O)OCCC[SiH](OCC)OCC 3-methacryloxypropyldiethyl-Oxysilane